FC=1C=C(C=C(C1)F)C=1N(N=C2C(NCCC21)C)C 3-(3,5-difluorophenyl)-2,7-dimethyl-4,5,6,7-tetrahydropyrazolo[3,4-c]pyridine